ClC1=CC=C(CP(OO)([O-])=O)C=C1 hydroxy p-chlorobenzylphosphonate